(R)-6-(2,4-Dimethylpiperazin-1-yl)-2-(3-(3-((4-methyl-4H-1,2,4-triazol-3-yl)methyl)oxetan-3-yl)phenyl)-4-(trifluoromethyl)isoindolin-1-one C[C@H]1N(CCN(C1)C)C1=CC(=C2CN(C(C2=C1)=O)C1=CC(=CC=C1)C1(COC1)CC1=NN=CN1C)C(F)(F)F